3-bromo-N-(2,4-dimethoxybenzyl)-2,4,6-trifluoro-N-(1,2,4-thiadiazol-5-yl)benzenesulfonamide BrC=1C(=C(C(=CC1F)F)S(=O)(=O)N(C1=NC=NS1)CC1=C(C=C(C=C1)OC)OC)F